trifluoro-N-(4-ethoxyphenyl)acetamide FC(C(=O)NC1=CC=C(C=C1)OCC)(F)F